2-amino-N-(3-(2-hydroxypropan-2-yl)bicyclo[1.1.1]pent-1-yl)-5-(4-((1R,5S)-3-(tetrahydro-2H-pyran-4-yl)-3-azabicyclo[3.1.0]hex-1-yl)phenyl)nicotinamide NC1=C(C(=O)NC23CC(C2)(C3)C(C)(C)O)C=C(C=N1)C1=CC=C(C=C1)[C@@]13CN(C[C@H]3C1)C1CCOCC1